C1(CC1)N(C(OC(C)(C)C)=O)[C@H]1CN(CC1)C1=NC=C(N=C1)C(NC1=CC2=CN(N=C2C=C1OCC1CCOCC1)C)=O tert-Butyl N-cyclopropyl-N-[(3R)-1-[5-[[2-methyl-6-(tetrahydropyran-4-ylmethoxy)indazol-5-yl]carbamoyl]pyrazin-2-yl]pyrrolidin-3-yl]carbamate